4-(4-(N-(t-butoxycarbonyl) sulfamoyl)-1,4-diazepan-1-yl)-6-methoxyquinazoline-7-carboxylate C(C)(C)(C)OC(=O)NS(=O)(=O)N1CCN(CCC1)C1=NC=NC2=CC(=C(C=C12)OC)C(=O)[O-]